methyl 1-isopropyl-3-methyl-1H-pyrazolo[3,4-d]pyrimidine-6-carboxylate C(C)(C)N1N=C(C=2C1=NC(=NC2)C(=O)OC)C